C(C)(C)(C)OC(=O)N1C2(CN(CC1(CC2)C=C)C(C2=CC=CC=C2)(C2=CC=CC=C2)C2=CC=CC=C2)C=C.ClC2=NC=C(C=N2)\C=C\C (E)-2-chloro-5-(prop-1-en-1-yl)pyrimidine tert-butyl-3-trityl-1,5-divinyl-3,8-diazabicyclo[3.2.1]octane-8-carboxylate